2-((3R,4R)-3-Amino-4-fluoropiperidin-1-yl)-1-((5-cyanopyridin-2-yl)methyl)-1H-benzo[d]imidazol-4-carbonitril N[C@@H]1CN(CC[C@H]1F)C1=NC2=C(N1CC1=NC=C(C=C1)C#N)C=CC=C2C#N